CC(C)(C)C1=C(C2=CC=CC=C2C=C1)N(C)CC 2-(1,1-dimethylethyl)-N-ethyl-N-methyl-naphthalene-1-amine